C(#N)C=1C=C(CO[C@H](C(=O)OC)COC(C2=CC=CC=C2)(C2=CC=CC=C2)C2=CC=CC=C2)C=C(C1)F methyl (S)-2-((3-cyano-5-fluorobenzyl)oxy)-3-(trityloxy)propanoate